5-bromo-8-(((2S,4R)-4-fluoro-1-methylpyrrolidin-2-yl)methoxy)-2,3,4,9-tetrahydro-10H-pyrano[2,3-f]quinazolin-10-one BrC1=C2C(=C3C(NC(=NC3=C1)OC[C@H]1N(C[C@@H](C1)F)C)=O)OCCC2